C(SC1=CC=C(N)C=C1)([2H])([2H])[2H] 4-((methyl-d3)thio)aniline